3,4-dihydro-quinazolin-2(1H)-thione N1C(NCC2=CC=CC=C12)=S